C1(CCCCC1)C[C@H](N)C(=O)O β-cyclohexylalanine